N-(4-Bromo-2-ethoxyphenyl)-5-chloro-4-(1-(phenylsulfonyl)-1H-indol-3-yl)pyrimidin-2-amine BrC1=CC(=C(C=C1)NC1=NC=C(C(=N1)C1=CN(C2=CC=CC=C12)S(=O)(=O)C1=CC=CC=C1)Cl)OCC